C(C(F)F)(O)F 2-trifluoroEthanol